5-(2-chlorobenzoyl)amino-3-(1-(tert-butyl)-1,2,3,6-tetrahydropyridin-4-yl)-1H-indole ClC1=C(C(=O)NC=2C=C3C(=CNC3=CC2)C=2CCN(CC2)C(C)(C)C)C=CC=C1